C[C@@]12CCC[C@@](CC1)(C2=NO)C (1R,5S,E)-1,5-dimethylbicyclo[3.2.1]octan-8-one oxime